C(C)N[Si](CC)(CC)CC ethylaminotriethyl-silane